ClC1=NN2C(N=CC3=C2[C@@](CN3C(=O)NC3=NC(=CC(=C3)OC(F)F)O[C@@H]3CN(CC3)C)(C(F)(F)F)C)=C1 (R)-2-chloro-N-(4-(difluoromethoxy)-6-(((S)-1-methylpyrrolidin-3-yl)oxy)pyridin-2-yl)-8-methyl-8-(trifluoromethyl)-7,8-dihydro-6H-pyrazolo[1,5-a]pyrrolo[2,3-e]pyrimidine-6-carboxamide